(3,6'-dimethyl-[2,3'-bipyridin]-2'-yl)((1S,4R,6R)-6-((5-(trifluoromethyl)pyridin-2-yl)amino)-2-azabicyclo[2.2.2]octan-2-yl)methanone CC=1C(=NC=CC1)C=1C(=NC(=CC1)C)C(=O)N1[C@@H]2[C@@H](C[C@H](C1)CC2)NC2=NC=C(C=C2)C(F)(F)F